N[C@H]1C[C@@H](N(C1)C(=O)C=1N=C2N(C=C(C=C2)Cl)C1)C=1SC=C(N1)C(=O)N[C@H](C(=O)NC)CCCCNC(=N)N 2-((2R,4S)-4-Amino-1-(6-chloroimidazo[1,2-a]pyridin-2-carbonyl)pyrrolidin-2-yl)-N-((S)-6-guanidino-1-(methylamino)-1-oxohexan-2-yl)thiazol-4-carboxamid